1,2,2-trichloro-1,1-difluoroethane ClC(C(Cl)Cl)(F)F